6-dioctylamino-1,3,5-triazine-2,4-dithiol C(CCCCCCC)N(C1=NC(=NC(=N1)S)S)CCCCCCCC